BrC=1C=2N(C(=NC1)SC)C=NC2 8-Bromo-5-(methylthio)imidazo[1,5-c]pyrimidine